C(#N)C[C@@H](C1=CC=C(C=C1)S(=O)(=O)CC)NC(=O)C=1N=C(SC1)N1[C@@H](C[C@@H](C1)OC1=CC=C(C=C1)C(F)(F)F)COC(F)F N-((S)-2-cyano-1-(4-(ethylsulfonyl)phenyl)ethyl)-2-((2S,4S)-2-((difluoromethoxy)methyl)-4-(4-(trifluoromethyl)phenoxy)pyrrolidin-1-yl)thiazole-4-carboxamide